1-(6-(azidomethyl)spiro[3.3]hept-2-yl)-3-(4-chlorobenzyl)urea N(=[N+]=[N-])CC1CC2(CC(C2)NC(=O)NCC2=CC=C(C=C2)Cl)C1